1-methyl-3-(phenylthio)quinoxalin-2(1H)-one CN1C(C(=NC2=CC=CC=C12)SC1=CC=CC=C1)=O